Cl.N1C[C@@H](CCC1)NC(=O)C1=CN(CCS1)C=1C2=C(N=CN1)NC=C2 (R)-N-(piperidin-3-yl)-4-(7H-pyrrolo[2,3-d]pyrimidin-4-yl)-3,4-dihydro-2H-1,4-thiazine-6-carboxamide hydrochloride